C(CCC)C1C(=O)N(C(C1)=O)S(=O)(=O)O butyl-N-sulfo-succinimide